FC1=CC=C2C=C(NC(C2=C1)=O)C1CC(C1)N1CCN(CC1)C=1C=CC(=NC1)C(=O)NC 5-(4-((1r,3r)-3-(7-fluoro-1-oxo-1,2-dihydroisoquinolin-3-yl)cyclobutyl)piperazin-1-yl)-N-methylpicolinamide